BrC1=C(C=C(C(=O)N(N=C)C)C=C1)OC 4-bromo-3-methoxy-N-methyl-N'-methylidenebenzohydrazide